p-chlorobenzenesulfinic acid tetraethylammonium salt C(C)[N+](CC)(CC)CC.ClC1=CC=C(C=C1)S(=O)[O-]